NC=1C=CC(=C(OCCCCCCCN2CCC(CC2)C2=C3CN(C(C3=CC(=C2)F)=O)C2C(NC(CC2)=O)=O)C1)OC 3-(4-(1-(7-(5-amino-2-methoxyphenoxy)heptyl)piperidin-4-yl)-6-fluoro-1-oxoisoindolin-2-yl)piperidine-2,6-dione